tert-butyl (7-((1-(4-((2,6-dioxopiperidin-3-yl)amino)-2,6-difluorophenyl)piperidin-4-yl)methyl)-7-azaspiro[3.5]nonan-2-yl)carbamate O=C1NC(CCC1NC1=CC(=C(C(=C1)F)N1CCC(CC1)CN1CCC2(CC(C2)NC(OC(C)(C)C)=O)CC1)F)=O